FC=1C=C(C=C(C1)OC)CC(CC)=O 1-(3-fluoro-5-methoxyphenyl)butan-2-one